6-((trans)-4-(6-(trifluoromethyl)pyridin-3-yl)cyclohexyl)-2-thia-6-azaspiro[3.5]nonane 2,2-dioxide FC(C1=CC=C(C=N1)[C@@H]1CC[C@H](CC1)N1CC2(CS(C2)(=O)=O)CCC1)(F)F